2-amino-4-methoxy-5-methylbenzoic acid NC1=C(C(=O)O)C=C(C(=C1)OC)C